5-((3-(2-((tert-butoxycarbonyl)amino)ethoxy)phenyl)amino)-7-(methylamino)pyrazolo[1,5-a]pyrimidine-3-carboxylic acid C(C)(C)(C)OC(=O)NCCOC=1C=C(C=CC1)NC1=NC=2N(C(=C1)NC)N=CC2C(=O)O